CC1=NC(=CC=C1C1=C(C(=C(C(=C1N1C2=C(C=3C=CC=CC13)C=NC=C2)C2=CC=NC=C2)N2C1=C(C=3C=CC=CC23)C=NC=C1)N1C2=C(C=3C=CC=CC13)C=NC=C2)N2C1=C(C=3C=CC=CC23)C=NC=C1)C 5,5',5'',5'''-(4-(2,6-dimethylpyridin-3-yl)-6-(pyridin-4-yl)benzene-1,2,3,5-tetrayl)tetrakis(5H-pyrido[4,3-b]indole)